NCC1CNC(C2=CC=C(C=C12)C=1C=NN(C1C1=C(C#N)C(=CC(=C1F)Cl)OC1CC1)C)=O 2-(4-(4-(aminomethyl)-1-oxo-1,2,3,4-tetrahydroisoquinolin-6-yl)-1-methyl-1H-pyrazol-5-yl)-4-chloro-6-cyclopropyloxy-3-fluorobenzonitrile